FC1(CN(CC=C1N1CCN(CC1)C1=NC=CC2=C1N(C(N2)=O)C)C(=O)OC(C)(C)C)F Tert-butyl 3,3-difluoro-4-[4-(3-methyl-2-oxo-1H-imidazo[4,5-c]pyridin-4-yl)piperazin-1-yl]-2,6-dihydropyridine-1-carboxylate